NN1CCC2(CC1)CC=1C(=NC=CC1)C2 aminospiro[5,7-dihydrocyclopenta[b]pyridine-6,4'-piperidine]